C12(CNCC(CC1)C2)C(=O)O.FC(C(C(C(C(C(C(C(F)(F)F)(F)F)(F)F)(F)F)(F)F)(F)F)(F)F)(F)[Si](OCC)(C(C(C(C(C(C(C(C(F)(F)F)(F)F)(F)F)(F)F)(F)F)(F)F)(F)F)(F)F)C(C(C(C(C(C(C(C(F)(F)F)(F)F)(F)F)(F)F)(F)F)(F)F)(F)F)(F)F tris(perfluorooctyl)ethoxysilane 3-azabicyclo[3.2.1]octane-1-carboxylate